3-((6-(6-oxa-3-azabicyclo[3.1.1]hept-3-yl)-1-oxoisoquinolin-2(1H)-yl)methyl)-N-methylbenzamide C12CN(CC(O1)C2)C=2C=C1C=CN(C(C1=CC2)=O)CC=2C=C(C(=O)NC)C=CC2